Cl.CC1=C(N=CO1)C(N)=N 5-Methyl-oxazole-4-carboximidamide hydrochloride